cyclohexyl-isopropanol C1(CCCCC1)C(C)(C)O